tert-butyl 3-[2-[[2-[3-[[5-[[(1S)-1-methoxycarbonyl-4,4-dimethyl-pentyl]carbamoyl]-2-pyridyl]oxy]phenoxy]acetyl]amino]ethoxy]azetidine-1-carboxylate COC(=O)[C@H](CCC(C)(C)C)NC(=O)C=1C=CC(=NC1)OC=1C=C(OCC(=O)NCCOC2CN(C2)C(=O)OC(C)(C)C)C=CC1